C(C)(C)C1=NC(=CC(=C1NC(=O)N=S(=O)(N)C=1C=NN2C1OCC(C2)OC)C(C)C)OC N'-((2,4-diisopropyl-6-methoxypyridin-3-yl)carbamoyl)-6-methoxy-6,7-dihydro-5H-pyrazolo[5,1-b][1,3]oxazine-3-sulfonimidamide